7-((1r,4r)-4-(2-Fluoro-6-methylphenyl)cyclohexyl)-3-methyl-5-((3-(trifluoromethyl)pyrazin-2-yl)methyl)pyrido[2,3-b]pyrazin-6(5H)-one FC1=C(C(=CC=C1)C)C1CCC(CC1)C1=CC=2C(=NC(=CN2)C)N(C1=O)CC1=NC=CN=C1C(F)(F)F